2,2-bis(2-furanyl)propane 2-(3-Chlorobenzyl)cyclopentyl-((2S)-3-cyclohexyl-1-((1-(5,5-dimethyl-2-oxopyrrolidin-3-yl)-3-oxopropan-2-yl)amino)-1-oxopropan-2-yl)carbamate ClC=1C=C(CC2C(CCC2)N(C(O)=O)[C@H](C(=O)NC(CC2C(NC(C2)(C)C)=O)C=O)CC2CCCCC2)C=CC1.O1C(=CC=C1)C(C)(C)C=1OC=CC1